O=C1NC(CCC1N1C(C2=CC=C(C=C2C1=O)N1CCN(CC1)CC1CN(C1)CCOC1=CC=C(C=C1)\C(=C(\CC)/C1=CC=CC=C1)\C1=CC=C(C=C1)O)=O)=O (Z)-2-(2,6-dioxopiperidin-3-yl)-5-(4-((1-(2-(4-(1-(4-hydroxyphenyl)-2-phenylbut-1-en-1-yl)phenoxy)ethyl)azetidin-3-yl)methyl)piperazin-1-yl)isoindoline-1,3-dione